3-((4-bromo-2-cyanobenzyl)amino)-1H-pyrrole-2-carboxylic acid ethyl ester C(C)OC(=O)C=1NC=CC1NCC1=C(C=C(C=C1)Br)C#N